(E)-N-(3-((5-(3,5-difluorophenyl)-2-((1-methyl-1H-pyrazol-4-yl)amino)pyrimidin-4-yl)amino)-4-fluorophenyl)-4-(dimethylamino)but-2-enamide FC=1C=C(C=C(C1)F)C=1C(=NC(=NC1)NC=1C=NN(C1)C)NC=1C=C(C=CC1F)NC(\C=C\CN(C)C)=O